C1(CC1)C1=C(C(=NO1)C1=C(C=CC=C1Cl)Cl)CO[C@H]1[C@@H]2CN([C@H](C1)C2)C2=CC=C(C=C2)C2CC(C2)C(=O)O 3-{4-[(1S,4S,5R)-5-{[5-cyclopropyl-3-(2,6-dichlorophenyl)-1,2-oxazol-4-yl]methoxy}-2-azabicyclo[2.2.1]heptan-2-yl]phenyl}cyclobutane-1-carboxylic acid